C(CCCCCC=C)S(=O)(=O)N 7-octenesulfonamide